ClC1=CC=C(C=N1)NC1=NC=CC2=CC(=CC=C12)C(=O)OC methyl 1-((6-chloropyridin-3-yl)amino)isoquinoline-6-carboxylate